ClC=1C=C(C=NC1C(F)(F)F)CN1N=C2N([C@@H](CCC2)C(=O)N2CC(CC2)(F)F)C1=O (5S)-2-{[5-Chloro-6-(trifluoromethyl)pyridin-3-yl]methyl}-5-[(3,3-difluoropyrrolidin-1-yl)carbonyl]-5,6,7,8-tetrahydro[1,2,4]triazolo[4,3-a]pyridin-3(2H)-one